2'-(3-fluoropyridin-4-yl)-5',6'-dihydro-1'H-spiro[oxolane-3,7'-pyrrolo[3,2-c]pyridin]-4'-one FC=1C=NC=CC1C1=CC=2C(NCC3(C2N1)COCC3)=O